CCCCCCCCCCCCCCCC[N+]1=CC=CC=C1.[Br-] The molecule is a pyridinium salt that has N-hexadecylpyridinium as the cation and bromide as the anion. It has a role as a surfactant, an antiseptic drug and an EC 2.7.11.18 (myosin-light-chain kinase) inhibitor. It is a pyridinium salt and a bromide salt.